C(C)(C)(C)OC(=O)N1C(CCCC1)C(F)C1=CC(=CC=C1)COC1=C(C=C(C=C1)C)Cl ((3-((2-chloro-4-methylphenoxy)methyl)phenyl)fluoromethyl)piperidine-1-carboxylic acid tert-butyl ester